CC(=C)C(CCC)=C 2-Methyl-3-methylidenehex-1-ene